3-(5-(trifluoromethyl)pyridin-2-yl)isoxazol-5-amine FC(C=1C=CC(=NC1)C1=NOC(=C1)N)(F)F